O=C1OC2=C(C=CC1)C=CC=C2 oxobenzoxepin